trimethylphenylethynyl-tin C[Sn](C#CC1=CC=CC=C1)(C)C